ClC1=CC=C(C=C1)NS(=O)(=O)C1=CNC=C1C1=CC=C(C=C1)Cl N,4-bis(4-chlorophenyl)-1H-pyrrole-3-sulfonamide